C1(=CC=CC=C1)C(CO)C 2-Phenylpropanol